(S,E)-7-Amino-1-((1-((7-((2,4-difluorobenzyl)oxy)-5-fluoro-1H-indol-2-yl)methyl)-2-oxo-1,2-dihydropyridin-3-yl)amino)-1,7-dioxohept-5-en-2-yl-dimethylcarbamat NC(/C=C/CC[C@H](C(=O)NC=1C(N(C=CC1)CC=1NC2=C(C=C(C=C2C1)F)OCC1=C(C=C(C=C1)F)F)=O)CN(C([O-])=O)C)=O